Pentadecan-8-yl ((S)-(((2R,3S,5R)-5-(6-amino-2-fluoro-9H-purin-9-yl)-2-ethynyl-3-hydroxytetrahydrofuran-2-yl) methoxy)(phenoxy)phosphoryl)-L-alaninate NC1=C2N=CN(C2=NC(=N1)F)[C@H]1C[C@@H]([C@@](O1)(C#C)CO[P@](=O)(OC1=CC=CC=C1)N[C@@H](C)C(=O)OC(CCCCCCC)CCCCCCC)O